3-Amino-5-(3-amino-3H-spiro[benzofuran-2,4'-piperidin]-1'-yl)pyrazine NC=1C=NC=C(N1)N1CCC2(CC1)OC1=C(C2N)C=CC=C1